C(CCOC1=C(C=C(C=C1C)C(C)(CC(C)(C)C)C)C=1C(=C(C=C(C1)C(C)(CC(C)(C)C)C)N1C2=CC(=CC=C2C=2C=CC(=CC12)C(C)(C)C)C(C)(C)C)O)OC1=C(C=C(C=C1C)C(C)(CC(C)(C)C)C)C=1C(=C(C=C(C1)C(C)(CC(C)(C)C)C)N1C2=CC(=CC=C2C=2C=CC(=CC12)C(C)(C)C)C(C)(C)C)O 2',2'''-(propane-1,3-diylbis(oxy))bis(3-(2,7-di-tert-butyl-9H-carbazol-9-yl)-3'-methyl-5,5'-bis(2,4,4-trimethylpentan-2-yl)-[1,1'-biphenyl]-2-ol)